FC(C(C)OC1=CC=NC=C1)(F)F 4-((1,1,1-trifluoropropan-2-yl)oxy)pyridin